C(C)N1CC(CC1)OC1=CC(=C(C=O)C=C1)F 4-((1-ethylpyrrolidin-3-yl)oxy)-2-fluorobenzaldehyde